NC=1C=2N(C3=CC(=CC=C3N1)C1(N(CCCC1)C=O)C1=NC3=CC(=CC=C3C=C1)F)C=NC2 (4-Aminoimidazo[1,5-a]quinoxalin-8-yl)2-(7-fluoroquinolin-2-yl)piperidine-1-methanone